(1R,3S,5R)-2-(2-(3-Acetyl-5-(2-methylpyrimidin-5-yl)-1H-pyrazolo[3,4-c]pyridin-1-yl)acetyl)-N-(6-bromo-3-(cyanomethyl)pyridin-2-yl)-5-methyl-2-azabicyclo[3.1.0]hexane-3-carboxamide C(C)(=O)C1=NN(C2=CN=C(C=C21)C=2C=NC(=NC2)C)CC(=O)N2[C@@H]1C[C@@]1(C[C@H]2C(=O)NC2=NC(=CC=C2CC#N)Br)C